cis-4-hydroxy-2'-oxo-spiro[cyclohexane-1,3'-indoline]-5'-carbonitrile OC1CCC2(C(NC3=CC=C(C=C23)C#N)=O)CC1